4-(1-(5-fluoropyridin-2-yl)ethoxy)-6-(1-((1r,4r)-4-hydroxycyclohexyl)-5-methyl-1H-pyrazol-4-yl)pyrazolo[1,5-a]pyridine-3-carbonitrile FC=1C=CC(=NC1)C(C)OC=1C=2N(C=C(C1)C=1C=NN(C1C)C1CCC(CC1)O)N=CC2C#N